8-[(1R)-1-[(6-Chloro-2-methylsulfinyl-3-pyridyl)amino]ethyl]-3,6-dimethyl-2-phenyl-chromen-4-one ClC1=CC=C(C(=N1)S(=O)C)N[C@H](C)C=1C=C(C=C2C(C(=C(OC12)C1=CC=CC=C1)C)=O)C